2-[4-(5-Amino-4-cyano-1-isopropyl-pyrazol-3-yl)phenyl]-N-[3-(3-methyl-1-bicyclo[1.1.1]pentyl)isoxazol-5-yl]propionamide NC1=C(C(=NN1C(C)C)C1=CC=C(C=C1)C(C(=O)NC1=CC(=NO1)C12CC(C1)(C2)C)C)C#N